FC1=CC=C(C=C1)N1N=CC2=CC(=C(C=C12)C)N1C[C@H](CC1)NC(OC(C)(C)C)=O (S)-tert-butyl (1-(1-(4-fluorophenyl)-6-methyl-1H-indazol-5-yl)pyrrolidin-3-yl)carbamate